2-(4-(3-((6-methylpyridin-2-yl)oxy)propanamido)-1H-pyrazol-1-yl)acetic acid CC1=CC=CC(=N1)OCCC(=O)NC=1C=NN(C1)CC(=O)O